NC1=NC=2CN(CCC2C2=C1N=C(N2CC(CO)(C)CO)CCCC)C(=O)OCC2=CC=CC=C2 benzyl 4-amino-2-butyl-1-(3-hydroxy-2-(hydroxymethyl)-2-methylpropyl)-1,6,8,9-tetrahydro-7H-imidazo[4,5-c][1,7]naphthyridine-7-carboxylate